ClC=1C=CC2=C(N=C(O2)C2CC3(CC(C3)NC(=O)C=3OC(=CC3)S(=O)(=O)NC(C(C)C)=O)C2)C1 N-[6-(5-chloro-1,3-benzoxazol-2-yl)spiro[3.3]Heptane-2-yl]-5-(2-methylpropionamidosulfonyl)furan-2-carboxamide